C1(=CC=CC=C1)N1C(C2C3C=CC(C2CC1)C3)=O 4-phenyl-4-aza-tricyclo[6.2.1.02,7]-9-undecene-3-one